2-(1-methyl-1H-pyrazol-4-yl)[1,2,4]triazolo[1,5-c]quinazolin-5(6H)-one CN1N=CC(=C1)C1=NN2C(NC=3C=CC=CC3C2=N1)=O